CC1=C(C=C(C(=C1)C)C(=O)N1CCC(CC1)C1=CC=C(C=C1)OC=1N=NC(=CC1)C(F)(F)F)NS(=O)(=O)CC1=CC=CC=C1 N-(2,4-dimethyl-5-(4-(4-((6-(trifluoromethyl)pyridazin-3-yl)oxy)phenyl)piperidine-1-carbonyl)-phenyl)-1-phenylmethanesulfonamide